COC([C@H]([C@@H](C1=CC=CC=C1)O)NC(=O)OC(C)(C)C)=O.ClC=1C=CC(=C(C1)NC(=O)C=1OC(=CC1)C1=C(N=CN1C1CCCC1)C1=CC=C(C=C1)F)C N-(5-chloro-2-methylphenyl)-5-(1-cyclopentyl-4-(4-fluorophenyl)-1H-imidazol-5-yl)furan-2-carboxamide methyl-(2S,3R)-3-hydroxy-2-(Bocamino)-3-phenylpropionate